ICC\C=C/CCCCCCCC(OCCCCCCCCC)OCCCCCCCCC (3Z)-1-iodo-12,12-dinonyloxy-3-dodecene